Isobutyric acid (R,Z)-(2-((4-amino-2-oxopyrimidin-1(2H)-yl) methylene)-1-(hydroxymethyl) cyclopropyl)Methyl ester NC1=NC(N(C=C1)\C=C\1/[C@](C1)(CO)COC(C(C)C)=O)=O